O=C1N(C(C=C1)=O)CCC(=O)N[C@H](C(=O)N[C@H](C(=O)NC1=CC=C(COC(=O)NCC(=O)O)C=C1)C)C(C)C (((4-((S)-2-((S)-2-(3-(2,5-dioxo-2,5-dihydro-1H-pyrrol-1-yl)propanamido)-3-methylbutanamido)propanamido)benzyl)oxy)carbonyl)glycine